(3S,5R)-5-(3-((1,1-dioxido-2,3-dihydrobenzo[b]thiophen-5-yl)amino)-1H-pyrazol-5-yl)tetrahydrofuran-3-yl isopropylcarbamate C(C)(C)NC(O[C@@H]1CO[C@H](C1)C1=CC(=NN1)NC1=CC2=C(S(CC2)(=O)=O)C=C1)=O